N1CCC(CC1)C1=CC=C(C=C1)O 4-(piperidin-4-yl)phenol